COC=1C=C2C(=NC=NC2=CC1OC)C1=CC=C2CCN(CC2=C1)S(=O)(=O)NC(OC(C)(C)C)=O Tert-Butyl ((7-(6,7-Dimethoxyquinazolin-4-yl)-3,4-Dihydroisoquinolin-2(1H)-yl)Sulfonyl)Carbamate